cis-N-(3-(trans-2-cyanocyclobutyl)-4-methylphenyl)-3-methyl-6-azabicyclo[3.1.1]heptane-6-carboxamide C(#N)[C@H]1[C@@H](CC1)C=1C=C(C=CC1C)NC(=O)N1C2CC(CC1C2)C